FC(C1=CC=C(C=N1)C1=CC=C(C=C1)C(CCC)N1N=CC2=CC(=CC=C12)C(=O)NCCC(=O)O)(F)F 3-(1-(1-(4-(6-(trifluoromethyl)pyridin-3-yl)phenyl)butyl)-1H-indazole-5-carboxamido)propionic acid